FC=1C=C(C=C(C1)F)[C@@H]1CC[C@H]2OC3(C(N21)=O)CCN(CC3)C3=CC(=C(C#N)C=C3)F 4-[(5'S,7a'R)-5'-(3,5-difluorophenyl)-3'-oxotetrahydro-1H,3'H-spiro[piperidine-4,2'-pyrrolo[2,1-b][1,3]oxazol]-1-yl]-2-fluorobenzonitrile